t-butyl-(E)-4-(3-(dimethylamino)acryloyl)piperidine-1-carboxylate C(C)(C)(C)OC(=O)N1CCC(CC1)C(\C=C\N(C)C)=O